O1COC2=C1C=CC(=C2)NC2=NC=C(C(=C2)N2C=NC(=C2)C(=O)NC(CO)C2=CC(=CC=C2)Cl)C 1-(2-(benzo[d][1,3]dioxol-5-ylamino)-5-methylpyridin-4-yl)-N-(1-(3-chlorophenyl)-2-hydroxyethyl)-1H-imidazole-4-carboxamide